F[Ce] fluorocerium